N-({4-hydroxy-1-[4-(4-methylphenoxy)benzyl]-2-oxo-1,2,5,6-tetrahydro-3-pyridinyl}carbonyl)glycine OC1=C(C(N(CC1)CC1=CC=C(C=C1)OC1=CC=C(C=C1)C)=O)C(=O)NCC(=O)O